4-({5-[(1S,3R)-3-{[dimethyl(2-methylprop-2-yl)silyl]oxy}cyclopentyl]-2-(2-methylprop-2-yl)pyrazol-3-yl}amino)-2-(methylamino)benzene-1-sulfonamide C[Si](O[C@H]1C[C@H](CC1)C=1C=C(N(N1)C(C)(C)C)NC1=CC(=C(C=C1)S(=O)(=O)N)NC)(C(C)(C)C)C